N1=CC=CC2=CC=CC(=C12)C(=O)C(CC(=O)OCC)C=C Ethyl 3-(8-quinolinecarbonyl)-4-pentenoate